tert-Butyl N-[2-[2-chloro-6-(diethoxymethyl)-5-(o-tolyl)pyrrolo[2,3-d]pyrimidin-7-yl]ethyl]carbamate ClC=1N=CC2=C(N1)N(C(=C2C2=C(C=CC=C2)C)C(OCC)OCC)CCNC(OC(C)(C)C)=O